(2s,5r)-(4-propenoyl-2,5-dimethylpiperazin-1-yl)-6-chloro-7-(2-fluoro-6-(trifluoromethyl)phenyl)-1-(2-isopropyl-4-(methylsulfanyl)pyridin-3-yl)pyrido[2,3-d]pyrimidin-2(1H)-one C(C=C)(=O)N1C[C@@H](N(C[C@H]1C)C=1C2=C(N(C(N1)=O)C=1C(=NC=CC1SC)C(C)C)N=C(C(=C2)Cl)C2=C(C=CC=C2C(F)(F)F)F)C